C(C)(=O)SCC1CCC(CC1)NC1=C2C(=NC=C1C(=O)OCC)N(C=C2)S(=O)(=O)C2=CC=C(C)C=C2 ethyl 4-(((1r,4r)-4-((acetylthio) methyl) cyclohexyl) amino)-1-p-toluenesulfonyl-1H-pyrrolo[2,3-b]pyridine-5-carboxylate